C1(=CC=CC=C1)S(=O)C=1C(=NC=CN1)C(=N)NO 3-(benzenesulfinyl)-N-hydroxy-pyrazine-2-carboxamidine